OCCCC=1NC(C=C(N1)C)=O 2-(3-hydroxypropyl)-4-methyl-6-oxo-1,6-dihydropyrimidin